C(C)(=O)C1=NN(C2=CC=C(C=C12)C=1C=CC=2N(C1)N=C(N2)C)CC(=O)N2[C@@H]1C[C@@H]1C[C@H]2C(=O)NC2=NC(=CN=C2)Br (1R,3S,5R)-2-(2-(3-acetyl-5-(2-methyl-[1,2,4]triazolo[1,5-a]pyridin-6-yl)-1H-indazol-1-yl)acetyl)-N-(6-bromopyrazin-2-yl)2-azabicyclo[3.1.0]hexane-3-carboxamide